NC=1N=C(C2=C(N1)C(=CS2)Br)C=2N=NN(C2)CC=2C(=C(C=CC2)C(C)(C)O)F 2-(3-((4-(2-amino-7-bromothieno[3,2-d]pyrimidin-4-yl)-1H-1,2,3-triazole-1-yl)methyl)-2-fluorophenyl)propan-2-ol